CN([C@@H]1C(=C(C([C@]2(C(=C3C(C4=C(C(=CC=C4[C@@H](C3[C@@H](C12)O)C)NC(CCCCCCCCCCCCC)=O)O)=O)O)O)=O)C(=O)N)O)C (4S,5S,6R,12aS)-4-(dimethylamino)-3,5,10,12,12a-pentahydroxy-6-methyl-1,11-dioxo-9-(tetradecanoylamino)-4a,5,5a,6-tetrahydro-4H-tetracene-2-carboxamide